C1=CC=CC=2C3=CC=CC=C3P[O+](C12)[O-] 10-oxa-9-phosphaphenanthrene-10-oxide